CC=1C(=NC(=NC1)NC1C(NC2=C(O1)C=CC=C2)=O)NC=2C=CC1=C(NC(O1)=O)C2 (5-methyl-4-(2-oxo-2,3-dihydrobenzo[d]oxazol-5-ylamino)pyrimidin-2-ylamino)-2H-benzo[b][1,4]oxazin-3(4H)-one